11-(2-hydroxyethyl)eicosanoic acid (Z)-oct-2-en-1-yl ester C(\C=C/CCCCC)OC(CCCCCCCCCC(CCCCCCCCC)CCO)=O